2-(2-(2-(tert-Butyl)pyrimidin-4-yl)-7-azaspiro[3.5]nonane-7-carbonyl)-7-oxa-5-azaspiro[3.4]octan-6-one C(C)(C)(C)C1=NC=CC(=N1)C1CC2(C1)CCN(CC2)C(=O)C2CC1(C2)NC(OC1)=O